FC([C@H](CO)NC(OCC1=CC=CC=C1)=O)(F)F (S)-benzyl (1,1,1-trifluoro-3-hydroxypropan-2-yl)carbamate